(S)-N-(3-chloro-4-fluorophenyl)-N-(3-(isopropylamino)propyl)-1-(6-methyl-4-(trifluoromethyl)pyridin-2-yl)pyrrolidine-2-carboxamide ClC=1C=C(C=CC1F)N(C(=O)[C@H]1N(CCC1)C1=NC(=CC(=C1)C(F)(F)F)C)CCCNC(C)C